FC(C=1C=CC(=NC1)[C@]1(CC[C@H]2N(CCNC2)C1)O)(F)F (7R,9aR)-7-[5-(trifluoromethyl)-2-pyridyl]-1,2,3,4,6,8,9,9a-octahydropyrido[1,2-a]pyrazin-7-ol